2-((4-(3-((4-Cyano-2-fluorobenzyl)oxy)-2-methoxyphenyl)piperidin-1-yl)methyl)-4-(difluoromethoxy)-1-methyl-1H-benzo[d]imidazole-6-carboxylic acid C(#N)C1=CC(=C(COC=2C(=C(C=CC2)C2CCN(CC2)CC2=NC3=C(N2C)C=C(C=C3OC(F)F)C(=O)O)OC)C=C1)F